[N-](S(=O)(=O)C(F)(F)F)S(=O)(=O)C(F)(F)F.C(C=C)N1CCOCC1 allyl-morpholine bis(trifluoromethanesulfonyl)imide salt